N,N',N''-tris(dimethylamino-propyl)-hexahydrotriazine CN(C)CCCN1N(N(CCC1)CCCN(C)C)CCCN(C)C